7-(4-(dipropylamino) butyl)-7-hydroxytridecane-1,13-diylbis(6-ethyl decanoate) C(CC)N(CCCCC(CCCCCCC(C(=O)[O-])CCCC(CCCC)CC)(CCCCCCC(C(=O)[O-])CCCC(CCCC)CC)O)CCC